C(C)NC(C(=O)O)COC 2-(ETHYLAMINO)-3-METHOXYPROPANOIC ACID